6,7-Dichloro-2-(2-hydroxyethyl)-10-(1H-pyrazol-4-yl)-3,4-dihydropyrazino[1,2-a]indol ClC1=C(C=CC=2C(=C3N(C12)CCN(C3)CCO)C=3C=NNC3)Cl